ethyl (R)-6-(4-fluoro-2-((5-methyl-2-(4-(trifluoromethyl)phenyl)-1H-imidazol-1-yl)methyl)phenoxy)-3-methylhexanoate FC1=CC(=C(OCCC[C@H](CC(=O)OCC)C)C=C1)CN1C(=NC=C1C)C1=CC=C(C=C1)C(F)(F)F